CS(=O)(=O)OCCCC#CC1=C2C=NN(C(C2=CC=C1)=O)C1C(NC(CC1)=O)=O 5-[2-(2,6-dioxopiperidine-3-yl)-1-oxo-1,2-dihydrophthalazin-5-yl]pent-4-yn-1-yl methanesulfonate